(8β)-8-[(Methylthio)methyl]-6-propylergolin CSC[C@H]1CN([C@@H]2CC3=CNC4=CC=CC([C@H]2C1)=C34)CCC